2,4-dimethyl-1,3-benzooxazol-5-ol CC=1OC2=C(N1)C(=C(C=C2)O)C